N(=[N+]=[N-])CCCC1(OCC(CO1)(CS(=O)CCC(=O)ON1C(CCC1=O)=O)CS(=O)CCC(=O)ON1C(CCC1=O)=O)C Bis(2,5-dioxopyrrolidin-1-yl) 3,3'-((2-(3-azidopropyl)-2-methyl-1,3-dioxane-5,5-diyl)bis(methylenesulfinyl))dipropionate